phenanthroline-2,9-dicarboxylic acid N1=C(C=CC2=CC=C3C=CC(=NC3=C12)C(=O)O)C(=O)O